(R)-5-chloroisoindoline-1-carboxylic acid ClC=1C=C2CN[C@H](C2=CC1)C(=O)O